(Z)-N,N-diisopropyltert-butoxymethanimidamide C(C)(C)N(/C(=N/[H])/OC(C)(C)C)C(C)C